(2R,4S)-N-((S)-1-(((6-amino-2-methylpyridin-3-yl)methyl)amino)-1-oxopropan-2-yl)-4-((2-methylpyridin-4-yl)methyl)pyrrolidine-2-carboxamide dihydrochloride Cl.Cl.NC1=CC=C(C(=N1)C)CNC([C@H](C)NC(=O)[C@@H]1NC[C@H](C1)CC1=CC(=NC=C1)C)=O